tert-butyl N-[2-[(2S)-2-(tert-butoxycarbonylamino)-1-fluoro-cyclohexyl]-3,5-dichloro-thieno[3,2-b]pyridin-7-yl]-N-(2-thienylmethyl)carbamate C(C)(C)(C)OC(=O)N[C@@H]1C(CCCC1)(F)C1=C(C2=NC(=CC(=C2S1)N(C(OC(C)(C)C)=O)CC=1SC=CC1)Cl)Cl